calcium 2-(tert-butyl)-2-octylmalonate C(C)(C)(C)C(C(=O)[O-])(C(=O)[O-])CCCCCCCC.[Ca+2]